tetraglycidyl-diaminopropane C(C1CO1)CC(C(CC1CO1)(CC1CO1)CC1CO1)(N)N